BrC=1C=C(C=C2C(=C(C(NC12)=S)C)O)C 8-Bromo-4-hydroxy-3,6-dimethylquinoline-2(1H)-thione